2-(2,6-dioxopiperidin-3-yl)-5-(2-(2-(2-(2-((5-(9-methyl-9H-pyrrolo[2,3-b:4,5-c']dipyridin-2-yl)pyridin-2-yl)oxy)ethoxy)ethoxy)ethoxy)ethoxy)isoindoline-1,3-dione O=C1NC(CCC1N1C(C2=CC=C(C=C2C1=O)OCCOCCOCCOCCOC1=NC=C(C=C1)C1=CC=C2C(=N1)N(C1=C2C=NC=C1)C)=O)=O